4-(2-fluorophenyl)dibenzo[b,d]furan FC1=C(C=CC=C1)C1=CC=CC2=C1OC1=C2C=CC=C1